5-bromo-2-hydroxybenzamide BrC=1C=CC(=C(C(=O)N)C1)O